(phosphonio)butoxide [PH3+]C([O-])CCC